NC(C(=O)O)CC1=NC=CC=C1 2-amino-3-(pyridin-2-yl)propionic acid